ClC=1C=C(CC=2C=CC(=NC2)NC(=O)C=2C=NN(C2)C)C=CC1 N-(5-(3-chlorobenzyl)pyridin-2-yl)-1-methyl-1H-pyrazole-4-carboxamide